CNS(=O)(=O)C1=CC=C2C(=CC=3N(C2=C1)C=NN3)C3=CC=C(C=C3)C(F)(F)F N-Methyl-5-(4-(trifluoromethyl)phenyl)-[1,2,4]triazolo[4,3-a]quinoline-8-sulfonamide